nitro-veratrole [N+](=O)([O-])COC=1C(=CC=CC1)OC